FC1=CN=C2N1N=C(C=C2)C(C)O 1-(3-fluoroimidazo[1,2-b]pyridazin-6-yl)ethan-1-ol